C(C)(=O)C1=C(C=CC=C1)NC(=O)C1=NC=CN=C1 N-(2-acetylphenyl)-pyrazinecarboxamide